tert-butyl (3S)-3-([8-carbamoyl-6-[4-(methanesulfonylmethyl)phenyl]pyrido[3,2-d]pyrimidin-4-yl]amino)piperidine-1-carboxylate C(N)(=O)C1=CC(=NC2=C1N=CN=C2N[C@@H]2CN(CCC2)C(=O)OC(C)(C)C)C2=CC=C(C=C2)CS(=O)(=O)C